3-butenesultone C1CC=COS1(=O)=O